C(CCCCCCCCCCCCCCCCC)NCCCCCCCCCCCCCCCCCC N,N-dioctadecylamine